CC=1OC=CC1CC1SSC=C1 (2-methylfuran-3-yl)methyl-dithiol